Dimethylphenyl-sulfonium hexafluorophosphat F[P-](F)(F)(F)(F)F.C[S+](C1=CC=CC=C1)C